butyl 3-iodo-6,6-dimethyl-5,7-dihydro-4H-indazole-1-carboxylate IC1=NN(C=2CC(CCC12)(C)C)C(=O)OCCCC